C(C)OC1=C(C=CC=C1)[C@]1(C[C@@H]2[C@H](N(OC2(C)C)C)[C@H](C1)C)C |r| rac-(3aR,5R,7S,7aR)-5-(2-ethoxyphenyl)-1,3,3,5,7-pentamethyl-octahydrobenzo[c]isoxazole